diisodecyl-dipentaerythritol diphosphite OP(O)OP(O)O.C(CCCCCCC(C)C)C(OC(C(CO)(CO)CO)CCCCCCCC(C)C)C(CO)(CO)CO